5,5-difluoro-4-hydroxyl-3-(trifluoromethyl-4,5,6,7-tetrahydro-1H-indol-1-yl)-2-methoxybenzonitrile FC1(C(C(=C(C(C#N)=C1)OC)N1C(=CC=2CCCCC12)C(F)(F)F)O)F